OC1=CC=C2C(NC(C2=C1)C1=C(NC2=CC=CC=C12)CNCC1=CC=C2C(=CN(C2=C1)CC=1N=CN(C1)C)CN1CCN(CC1)CCNC(C=C)=O)=O N-(2-(4-((6-((((3-(6-hydroxy-3-oxoisoindolin-1-yl)-1H-indol-2-yl)methyl)amino)methyl)-1-((1-methyl-1H-imidazol-4-yl)methyl)-1H-indol-3-yl)methyl)piperazin-1-yl)ethyl)propenamide